isopropyl (R)-2-(3-(1-aminoethyl) phenyl)-2,2-difluoroacetate hydrochloride Cl.N[C@H](C)C=1C=C(C=CC1)C(C(=O)OC(C)C)(F)F